N1C(N)=NC=2N=CNC2C1=S thio-guanine